FC=1C=C2C(C(N(C2=CC1)C)=O)=CN1C(=C(C(=C1)C)C(=O)Cl)C (5-Fluoro-1-methyl-2-oxoindolin-3-ylidenemethyl)-2,4-dimethyl-1H-pyrrole-3-carbonyl chloride